FC=1C=CC=C2C(=CNC12)C=1C=C(OC1)C(CCC(=O)O)=O 4-(4-(7-fluoro-1H-indol-3-yl)furan-2-yl)-4-oxobutanoic acid